C1N(CC12CNCC2)C(=O)OCCCC Butyl 2,6-diazaspiro[3.4]octane-2-carboxylate